O=C1NC(CCC1N1C(C2=CC=CC(=C2C1=O)NCCCCCCCC(=O)NC1=CC(=CC=C1)C1=CC=2[C@H]3[C@@H]([C@@H](NC2C=C1)CO)CCN3S(=O)(=O)C3=CC=C(C)C=C3)=O)=O 8-((2-(2,6-dioxopiperidin-3-yl)-1,3-dioxoisoindolin-4-yl)amino)-N-(3-((3aR,4R,9bR)-4-(hydroxymethyl)-1-tosyl-2,3,3a,4,5,9b-hexahydro-1H-pyrrolo[3,2-c]quinolin-8-yl)phenyl)octanamide